BrC1=C(C=C(C#N)C=C1)C(C#C)O 4-bromo-3-(1-hydroxy-prop-2-ynyl)benzonitrile